ethyl 2-imino-7-oxo-2,7-dihydrodibenzo[de,h]chromene-3-carboxylate N=C1OC=2C3=C(C(C=4C2C(=C1C(=O)OCC)C=CC4)=O)C=CC=C3